3-(Octanoylthio)-1-propyltriethoxysilane C(CCCCCCC)(=O)SCCC[Si](OCC)(OCC)OCC